3-bromo-2-(bromomethyl)-1-(2,2-dimethoxyethyl)-6-fluoroquinolin-4(1H)-one BrC1=C(N(C2=CC=C(C=C2C1=O)F)CC(OC)OC)CBr